2,3-dichloro-5-hydroxy-1,4-naphthoquinone ClC=1C(C2=CC=CC(=C2C(C1Cl)=O)O)=O